BrC1=C2C(N(C(C2=CC(=C1)CN1CCN(CC1)C1CCN(CC1)C1=CC=C(C=C1)C1=NC2=CC(=CC(=C2C(N1)=O)OC)OC)=O)C1C(NC(CC1)=O)=O)=O 4-bromo-6-((4-(1-(4-(5,7-dimethoxy-4-oxo-3,4-dihydroquinazolin-2-yl)phenyl)piperidine-4-yl)piperazin-1-yl)methyl)-2-(2,6-dioxopiperidin-3-yl)isoindoline-1,3-dione